C1(=CC=CC=C1)P(=CC(=O)OCC)(C1=CC=CC=C1)C1=CC=CC=C1 ethyl 2-(triphenyl-lambda5-phosphanylidene)acetate